6-chloro-N-[3,5-difluoro-4-({6-methoxy-7-[2-(methylamino)ethoxy]quinolin-4-yl}oxy)phenyl]-4-methoxypyridine-3-carboxamide ClC1=CC(=C(C=N1)C(=O)NC1=CC(=C(C(=C1)F)OC1=CC=NC2=CC(=C(C=C12)OC)OCCNC)F)OC